CC1=NN(C(C1)=O)C1=CC=C(C=C1)C 3-methyl-1-(4-methylphenyl)-2-pyrazolin-5-one